6-(7-(3-chloro-2-cyclopropyl-5-hydroxyphenyl)-6,8-difluoro-2-((tetrahydro-1H-pyrrolizin-7a(5H)-yl)methoxy)quinazolin-4-yl)-6-azaspiro[3.5]nonan-2-ol ClC=1C(=C(C=C(C1)O)C1=C(C=C2C(=NC(=NC2=C1F)OCC12CCCN2CCC1)N1CC2(CC(C2)O)CCC1)F)C1CC1